5-(1-(trans-4-((tert-butyldiphenylsilyl)oxy)cyclohexyl)-1-hydroxypropyl)-2-(4-chlorobenzoyl)-3-fluorobenzoic acid [Si](C1=CC=CC=C1)(C1=CC=CC=C1)(C(C)(C)C)O[C@@H]1CC[C@H](CC1)C(CC)(O)C=1C=C(C(=C(C(=O)O)C1)C(C1=CC=C(C=C1)Cl)=O)F